NC=1C2=C(N=C(N1)C1=NN(C3=CC(=CC=C13)Cl)CCC(C(F)(F)F)(F)F)NC([C@@]2(C)C2=CC=C(C=C2)CCC(=O)O)=O (S)-3-(4-{4-Amino-2-[6-chloro-1-(3,3,4,4,4-pentafluorobutyl)-1H-indazol-3-yl]-5-methyl-6-oxo-6,7-dihydro-5H-pyrrolo[2,3-d]pyrimidin-5-yl}phenyl)propanoic acid